1-(3-(8-amino-1-(7-methoxy-5-methylbenzo[b]thiophen-2-yl)imidazo[1,5-a]pyrazin-3-yl)pyrrolidin-1-yl)-4-(dimethylamino)but-2-en-1-one NC=1C=2N(C=CN1)C(=NC2C2=CC1=C(S2)C(=CC(=C1)C)OC)C1CN(CC1)C(C=CCN(C)C)=O